FC=1C(=NC(=NC1)NC1=CC=C(C=N1)N1CCN(CC1)CC1=CC=C(C=C1)NC1C(NC(CC1)=O)=O)C=1C=C(C2=C(N(C(=N2)C)C(C)C)C1)F 3-((4-((4-(6-((5-fluoro-4-(4-fluoro-1-isopropyl-2-methyl-1H-benzo[d]imidazol-6-yl)pyrimidin-2-yl)amino)pyridin-3-yl)piperazin-1-yl)methyl)phenyl)amino)piperidine-2,6-dione